6-(2,2-difluoroethoxy)-4-(4-(difluoromethoxy)phenyl)-2-(4-oxocyclohexyl)pyrido[3,2-c]pyridazin-3(2H)-one FC(COC=1C=CC2=NN(C(C(=C2N1)C1=CC=C(C=C1)OC(F)F)=O)C1CCC(CC1)=O)F